1-(6-bromopyridin-3-yl)ethan-1-one BrC1=CC=C(C=N1)C(C)=O